C(C)OP(OCC)OCC triethoxyphosphorus